3-((1r,4r)-4-(2-(4-(2,3-dichloro-phenyl)piperazin-1-yl)ethyl)cyclohexyl)-1,1-dimethylurea ClC1=C(C=CC=C1Cl)N1CCN(CC1)CCC1CCC(CC1)NC(N(C)C)=O